N1-(2-((2R,4R)-2-(aminomethyl)-5-chloro-2,3-dihydrobenzofuran-4-yl)-3-fluorophenyl)ethane-1,2-diamine NC[C@@H]1OC2=C(C1)C(=C(C=C2)Cl)C2=C(C=CC=C2F)NCCN